NC1=NC=CC(=C1Cl)OC1=C(C=C(C=C1)NC(=O)C=1C=NN(C1C(F)(F)F)C(C)(C)C)F N-(4-((2-amino-3-chloropyridin-4-yl)oxy)-3-fluorophenyl)-1-(tert-butyl)-5-(trifluoromethyl)-1H-pyrazole-4-carboxamide